5,5'-methylene-bis(1,4-phenylene)bismethylenebis(thiazolidine-2,4-dione) C(C1=CC=C(C=C1)CC1C(NC(S1)=O)=O)C1=CC=C(C=C1)CC1C(NC(S1)=O)=O